tert-butyl (S)-2-((tert-butoxycarbonyl)amino)-3-(4-(5-(ethoxymethyl)-1,2,4-oxadiazol-3-yl)phenyl)propanoate C(C)(C)(C)OC(=O)N[C@H](C(=O)OC(C)(C)C)CC1=CC=C(C=C1)C1=NOC(=N1)COCC